1-[4-bromo-2-(hydroxymethyl)phenyl]ethanol dioctadecyl-thiodipropionate (3,3'-thiodipropionate) S(CCC(=O)O)CCC(=O)O.C(CCCCCCCCCCCCCCCCC)C(C(=O)O)(CSCCC(=O)O)CCCCCCCCCCCCCCCCCC.BrC1=CC(=C(C=C1)C(C)O)CO